6-isopropoxy-N-(1-methyl-2-oxo-1,2-dihydropyridin-3-yl)-2-(1-methyl-2-oxabicyclo[2.2.2]oct-4-yl)-2H-indazole-5-carboxamide trifluoroacetate FC(C(=O)O)(F)F.C(C)(C)OC=1C(=CC2=CN(N=C2C1)C12COC(CC1)(CC2)C)C(=O)NC=2C(N(C=CC2)C)=O